Cl.FC(S(=O)(=O)N[C@@H]1[C@@H](NCC12CC2)CC=2C(=C(C=CC2)C2=C(C=CC(=C2)F)F)F)F 1,1-difluoro-N-((6S,7S)-6-((2,2',5'-trifluoro-[1,1'-biphenyl]-3-yl)methyl)-5-azaspiro[2.4]heptane-7-yl)methanesulfonamide hydrochloride